C(=CC=CC=CC=CCCCCCCCCCCCC)O eicosatetraen-1-ol